BrC1=CC=C(C=C1)[C@]12[C@](C3=NC=C(C=C3O1)Cl)(C(C[C@H]2C2=CC=CC=C2)O)O |r| rac-(5aR,6S,8aS)-5a-(4-bromophenyl)-3-chloro-6-phenyl-5a,6,7,8-tetrahydro-8aH-cyclopenta[4,5]furo[3,2-b]pyridine-8,8a-diol